2-(4-Iodophenyl)acetic acid IC1=CC=C(C=C1)CC(=O)O